2-(3,3-difluoro-4-hydroxy-1-azaspiro[4.4]nonane-1-carbonyl)isonicotinic acid FC1(CN(C2(C1O)CCCC2)C(=O)C=2C=C(C(=O)O)C=CN2)F